[N+](=O)([O-])C1=CC=C(C(C)(C)Cl)C=C1 4-nitro-α,α-dimethylbenzyl chloride